C(#N)C=1C=NC2=CC(=C(C=C2C1NC1=C(C(=O)O)C(=CC=C1)O)OC)OCCCOC 2-[[3-cyano-6-methoxy-7-(3-methoxypropoxy)-4-quinolyl]amino]-6-hydroxy-benzoic acid